2,2,2-trifluoroethyl 2-oxo-2-[rac-(2R,6R)-2-methyl-6-phenyl-1-piperidyl]acetate O=C(C(=O)OCC(F)(F)F)N1[C@@H](CCC[C@@H]1C1=CC=CC=C1)C |r|